ClC1=CC=C(CC=2N(C(C3=CC=CC=C3C2)=O)S(=O)(=O)C2=CC=C(C=C2)[N+](=O)[O-])C=C1 3-(4-Chlorobenzyl)-2-((4-nitrophenyl)sulfonyl)isoquinolin-1(2H)-one